(7S)-3-amino-2-bromo-7-methyl-5H,6H,7H-pyrazolo[1,5-a]pyrazin-4-one NC=1C(=NN2C1C(NC[C@@H]2C)=O)Br